butyl-Thiolamine tert-butyl-(S)-6-diazo-2-((S)-2-methoxypropanamido)-5-oxohexanoate C(C)(C)(C)OC([C@H](CCC(C=[N+]=[N-])=O)NC([C@H](C)OC)=O)=O.C(CCC)C1=C(SC=C1)N